C(C)(C)(C)OC(NC=1C=NC(=C(C1)OCCOC)OC)=O (6-methoxy-5-(2-methoxyethoxy)pyridin-3-yl)carbamic acid tert-butyl ester